CN(C)CCCCCN(C)C N,N,N',N'-Tetramethyl-1,5-pentanediamine